O1C(=CC=C1)CNC=1C2=C(N=NC1)C(=CS2)C N-[(furan-2-yl)methyl]-7-methylthieno[3,2-c]pyridazin-4-amine